C(C=C)[C@]1([C@H](N(CC1O)C(=O)OC(C)(C)C)C(=O)OC)CCCO[Si](C)(C)C(C)(C)C 1-(tert-butyl) 2-methyl (2S,3S)-3-allyl-3-(3-((tert-butyldimethylsilyl)oxy)propyl)-4-hydroxypyrrolidine-1,2-dicarboxylate